NC=1C(CC(=CC1)C1=CC=CC=C1)(C#N)F 4-amino-3-fluoro-[1,1-biphenyl]-3-Carbonitrile